3-(3-(4-(3-(aminomethyl)phenyl)piperidine-1-carbonyl)phenoxy)-2-hydroxy-2-phenylpropanoic acid NCC=1C=C(C=CC1)C1CCN(CC1)C(=O)C=1C=C(OCC(C(=O)O)(C2=CC=CC=C2)O)C=CC1